3-benzyl-oxy-2-bromo-N-(4,4-difluorocyclohexyl)-4-fluoro-aniline C(C1=CC=CC=C1)OC=1C(=C(NC2CCC(CC2)(F)F)C=CC1F)Br